BrC=1C=CC(=C2N=C(OC21)COC)O 7-bromo-2-(methoxymethyl)benzo[d]oxazol-4-ol